C(C1=CC=CC=C1)(=O)N1CCN(CC1)C=1C(=NC2=CC(=CC(=C2N1)[C@@H](C)NC1=C(C(=O)O)C=CC=C1)C)C#N (R)-2-((1-(3-(4-benzoylpiperazin-1-yl)-2-cyano-7-methylquinoxalin-5-yl)ethyl)amino)benzoic acid